5-(5-fluoro-2-pyridyl)-1-isopropyl-4-oxo-pyridine-3-carboxylic acid, sodium salt [Na+].FC=1C=CC(=NC1)C=1C(C(=CN(C1)C(C)C)C(=O)[O-])=O